pyrazinyl-ethylene N1=C(C=NC=C1)C=C